N12CC(C(CC1)CC2)N(C(O)=O)[C@H]2C(CC1=CC(=C(C=C21)F)C2=CC(=CC=C2)OC)(C)C.FC=2C=C(C=C(C2)[N+](=O)[O-])N2CCOCC2 4-(3-fluoro-5-nitrophenyl)morpholine (S)-quinuclidin-3-yl-(6-fluoro-5-(3-methoxyphenyl)-2,2-dimethyl-2,3-dihydro-1H-inden-1-yl)carbamat